C(CCCCCCCCCCC)OC(NCCCCCC)=O N-hexylcarbamic acid dodecyl ester